2-(4-chloro-1H-pyrazol-1-yl)-N-(3,4,4-trifluorobut-3-en-1-yl)acetamide 3,4,4-trifluorobut-3-en-1-yl-2-(5-(trifluoromethyl)-2H-tetrazol-2-yl)acetate FC(CCOC(CN1N=C(N=N1)C(F)(F)F)=O)=C(F)F.ClC=1C=NN(C1)CC(=O)NCCC(=C(F)F)F